ClC1=CC=C(OC2=C(C=C(C=C2)NC(CC2=C(C=CC=C2)Cl)=O)S(N)(=O)=O)C=C1 N-[4-(4-chlorophenoxy)-3-sulfamylphenyl]-2-(2-chlorophenyl)acetamide